5-(2-((2-methoxyethyl)amino)pyridin-4-yl)-1H-indazol-3-amine COCCNC1=NC=CC(=C1)C=1C=C2C(=NNC2=CC1)N